ClCC(=O)NC=1C=NC2=CC=C(C=C2C1N[C@H]1C[C@H](OCC1)C)C#N 2-chloro-N-(6-cyano-4-(((2R,4R)-2-methyltetrahydro-2H-pyran-4-yl)amino)quinolin-3-yl)acetamide